4-amino-3-chloro-6-(3-fluoro-4-iodophenyl)-5-methylpyridine-2-carboxylic acid NC1=C(C(=NC(=C1C)C1=CC(=C(C=C1)I)F)C(=O)O)Cl